4-benzyl-1,4-benzoxazine C(C1=CC=CC=C1)N1C=COC2=C1C=CC=C2